CC(CC(=O)NCC(F)(F)F)C 3-methyl-N-(2,2,2-trifluoroethyl)butanamide